(E)-N'-(3-(2-(dimethylamino)ethoxy)-5-methoxybenzylidene)-6-(4-ethoxyphenyl)pyrazine-2-carbohydrazide hexadecan-1-yl-lignocerate C(CCCCCCCCCCCCCCC)OC(CCCCCCCCCCCCCCCCCCCCCCC)=O.CN(CCOC=1C=C(\C=N\NC(=O)C2=NC(=CN=C2)C2=CC=C(C=C2)OCC)C=C(C1)OC)C